3-amino-N'-(3,3,3-trifluoro-2-hydroxy-2-methylpropionyl)-5-[4-(trifluoromethoxy)benzene-1-sulfonyl]pyridine-2-carbohydrazide NC=1C(=NC=C(C1)S(=O)(=O)C1=CC=C(C=C1)OC(F)(F)F)C(=O)NNC(C(C(F)(F)F)(C)O)=O